4-(4-((1r,5s)-3,8-diazabicyclo[3.2.1]oct-8-yl)-6-chloro-8-fluoro-2-(((2s,4r)-4-fluoro-1-methylpyrrolidin-2-yl)methoxy)quinazolin-7-yl)-7-fluorobenzo[d]thiazol-2-amine [C@H]12CNC[C@H](CC1)N2C2=NC(=NC1=C(C(=C(C=C21)Cl)C2=CC=C(C1=C2N=C(S1)N)F)F)OC[C@H]1N(C[C@@H](C1)F)C